2-amino-3-(hydroxymethyl)-N-methyl-N-((5-(trifluoromethyl)pyridin-2-yl)methyl)quinoline-6-carboxamide NC1=NC2=CC=C(C=C2C=C1CO)C(=O)N(CC1=NC=C(C=C1)C(F)(F)F)C